3-(3-fluoro-4-(hydroxymethyl)phenyl)piperidine-2,6-dione FC=1C=C(C=CC1CO)C1C(NC(CC1)=O)=O